C1(CC1)C1=C(C=C2C(=NC=NC2=C1)N1CCN(CC1)C(C=C)=O)C1=CC=C(C=C1)C1CC1 1-(4-(7-cyclopropyl-6-(4-cyclopropylphenyl)quinazolin-4-yl)piperazin-1-yl)prop-2-en-1-one